tert-butyl (2-(5-amino-6-chloro-2-(2-methoxyethyl)-2H-indazol-4-yl)ethyl)carbamate NC1=C(C2=CN(N=C2C=C1Cl)CCOC)CCNC(OC(C)(C)C)=O